O=C1NC(CCC1N1C(N(C2=C1C=CC=C2C#CCOCCN(C(OC(C)(C)C)=O)C)C)=O)=O Tert-butyl N-[2-[3-[1-(2,6-dioxo-3-piperidyl)-3-methyl-2-oxo-benzimidazol-4-yl]prop-2-ynoxy]ethyl]-N-methyl-carbamate